N,N-dibutyl diethylenetriamine methyl 6-(1-ethoxyvinyl)-1,2-diazine-4-carboxylate C(C)OC(=C)C1=CC(=CN=N1)C(=O)OC.C(CCC)N(CCNCCN)CCCC